N1=CC=C(C=C1)C1=CC=C(C(=C1C1=CC=CC=C1)C1=CC=CC=C1)C#N 6'-(pyridin-4-yl)-[1,1':2',1''-terphenyl]-3'-carbonitrile